C(C)(=O)OC(C(=O)OCCC(C)C)(C)C 3-Methylbutyl α-Acetoxyisobutyrate